9-bromo-2,2-dimethyl-4-((1-methyl-1H-pyrazol-4-yl)methyl)-N-(1-methylcyclopropyl)-5-oxo-1,2,4,5-tetrahydroimidazo[1,2-a]quinazoline-7-sulfonamide BrC=1C=C(C=C2C(N(C=3N(C12)CC(N3)(C)C)CC=3C=NN(C3)C)=O)S(=O)(=O)NC3(CC3)C